1,3-dicyanatobiphenyl O(C#N)C1(CC(=CC=C1)OC#N)C1=CC=CC=C1